C(#N)C[C@@H]1N(CC2(CC2)C1)C(=O)OC(C)(C)C tert-butyl (6R)-6-(cyanomethyl)-5-azaspiro[2.4]heptane-5-carboxylate